(5S)-(+)-2,2,3-Trimethyl-5-benzyl-4-imidazolidinone CC1(N[C@H](C(N1C)=O)CC1=CC=CC=C1)C